5-((5-(2-(((1R,3R)-3-(methylamino)cyclopentyl)oxy)phenyl)-1H-pyrazol-3-yl)amino)pyrazine-2-carbonitrile CN[C@H]1C[C@@H](CC1)OC1=C(C=CC=C1)C1=CC(=NN1)NC=1N=CC(=NC1)C#N